N-((1-(7-FLUOROQUINAZOLIN-4-YL)PIPERIDIN-3-YL)METHYL)METHANESULFONAMIDE FC1=CC=C2C(=NC=NC2=C1)N1CC(CCC1)CNS(=O)(=O)C